C(C)(=O)N1CCC(CC1)COC1=CC=CC(=N1)N1CCN(CC1)CC1=NC2=C(N1C[C@H]1OCC1)C=C(C=C2)C(=O)O (S)-2-((4-(6-((1-acetylpiperidin-4-yl)methoxy)pyridin-2-yl)piperazin-1-yl)methyl)-1-(oxetan-2-ylmethyl)-1H-benzo[d]imidazole-6-carboxylic acid